N1=CN=C2NC=NC2=C1C=1C(=NC=CC1)NC=1C=C(C=CC1C)NC(C1=NC=C(C(=C1)C(F)(F)F)OC)=O N-(3-(3-(9H-purin-6-yl)pyridin-2-ylamino)-4-methylphenyl)-5-methoxy-4-(trifluoromethyl)picolinamide